ClC1=C(C=CC=C1)C1=CC(OC2=CC(=CC=C12)OC(C(=O)N1CCCCC1)C)=O (3S)-1-[2-[4-(2-chlorophenyl)-2-oxo-chromen-7-yl]oxypropanoyl]piperidine